(S)-N-[1-(hydroxymethyl)-2-ethyl]-4-methylbenzenesulfonamide OCCCNS(=O)(=O)C1=CC=C(C=C1)C